(1r,2s)-2-[3-[(5-ethoxypyrimidin-4-yl)amino]-1H-indazol-6-yl]-5'-methoxy-spiro[cyclopropane-1,3'-indoline]-2'-one C(C)OC=1C(=NC=NC1)NC1=NNC2=CC(=CC=C12)[C@@H]1C[C@@]12C(NC1=CC=C(C=C21)OC)=O